N-[(1R,3S)-3-{[6-chloro-2-(trifluoromethyl)quinolin-4-yl]amino}cyclohexyl]-2,6-difluoro-3-(propane-2-sulfonylamino)benzamide ClC=1C=C2C(=CC(=NC2=CC1)C(F)(F)F)N[C@@H]1C[C@@H](CCC1)NC(C1=C(C(=CC=C1F)NS(=O)(=O)C(C)C)F)=O